methyl 7-bromoisoquinoline-3-carboxylate BrC1=CC=C2C=C(N=CC2=C1)C(=O)OC